C1(CC1)C1=NN2C(N=C(C=C2)C(=C)OCC)=C1 2-cyclopropyl-5-(1-ethoxyvinyl)pyrazolo[1,5-a]pyrimidine